FC1=C(NC2=C(C=CC=C12)F)C(=O)NC=1SC2=C(N1)C=CC(=C2)C(=O)O 2-(3,7-difluoro-1H-indole-2-carboxamido)benzo[d]thiazole-6-carboxylic acid